BrC1=CN=C(N1C)C1=C(C=C(C=C1)C(F)(F)F)S(=O)(=O)CC 5-bromo-2-(2-(ethylsulfonyl)-4-(trifluoromethyl)phenyl)-1-methyl-1H-imidazole